FC(N1N=CC(=C1)C=1C=C(C=C(C1)C=1C=NN(C1)CCOC)[C@@H](C)NC(C1=C(C=CC(=C1)OCCN(C)C)C)=O)F (R)-N-(1-(3-(1-(difluoromethyl)-1H-pyrazol-4-yl)-5-(1-(2-methoxyethyl)-1H-pyrazol-4-yl)phenyl)ethyl)-5-(2-(dimethylamino)ethoxy)-2-methylbenzamide